{3-[5-(2-aminopyrimidin-4-yl)-2-[4-(piperidin-4-yl)phenyl]-1,3-thiazol-4-yl]-2-fluorophenyl}propane-1-sulfonamide NC1=NC=CC(=N1)C1=C(N=C(S1)C1=CC=C(C=C1)C1CCNCC1)C=1C(=C(C=CC1)C(CC)S(=O)(=O)N)F